C(C1=CC=CC=C1)OC[C@H](C(=O)N1CCC2(CC1)CN(C1=CC=CC=C12)S(=O)(=O)C)NC(C(C)(C)NC(=O)C=1CN(C=CC1)C)=O (R)-3-((1-((3-(benzyloxy)-1-(1-(methylsulfonyl)spiro[indoline-3,4'-piperidin]-1'-yl)-1-oxopropan-2-yl)amino)-2-methyl-1-oxopropan-2-yl)carbamoyl)-1-methylpyridin